(R)-tert-butyl 2-bromo-6-methyl-6,7-dihydrothiazolo[5,4-c]pyridine-5(4H)-carboxylate (R)-tert-butyl-2-bromo-4-methyl-6,7-dihydrothiazolo[5,4-c]pyridine-5(4H)-carboxylate C(C)(C)(C)OC(=O)N1[C@@H](C2=C(CC1)N=C(S2)Br)C.BrC=2SC=1CN([C@@H](CC1N2)C)C(=O)OC(C)(C)C